C(=CC1=CC=CC=C1)[N+]1=CC=CC=C1 Styryl-Pyridinium